3-ethoxycarbonylbenzofuran C(C)OC(=O)C1=COC2=C1C=CC=C2